C(C)(C)(C)OC(=O)N1CC2(C1)OC[C@H](C2)N2CCOCC2 (7S)-7-morpholino-5-oxa-2-azaspiro[3.4]octane-2-carboxylic acid tert-butyl ester